4-cyano-2-fluoro-3-(trifluoromethyl)phenyl isothiocyanate C(#N)C1=C(C(=C(C=C1)N=C=S)F)C(F)(F)F